O=C1C2(CC2)CCCN1C(=O)[O-] 4-oxo-5-azaspiro[2.5]octane-5-carboxylate